COC1=C(C=C(C=C1)OC)[C@@H]1COCCCN1C1=NC(=NC(=C1)C)N |r| (±)-4-[3-(2,5-Dimethoxyphenyl)-1,4-oxazepan-4-yl]-6-methyl-pyrimidin-2-amine